trans-3-nonadecene-1,1-dicarboxylic anhydride C1(C\C=C\CCCCCCCCCCCCCCC)C(=O)OC1=O